5-amino-1-(2-((2-((3-chloro-2-fluorobenzyl)amino)ethyl)(cyclopropyl)amino)-2-oxoethyl)-1H-indazole-3-carboxamide NC=1C=C2C(=NN(C2=CC1)CC(=O)N(C1CC1)CCNCC1=C(C(=CC=C1)Cl)F)C(=O)N